ClC1=NC=C(C(=N1)C1=CN(C2=C(C=CC=C12)[N+](=O)[O-])S(=O)(=O)C1=CC=C(C=C1)C)F 3-(2-chloro-5-fluoro-4-pyrimidinyl)-1-[(4-methylphenyl)sulfonyl]-7-nitro-1H-indole